(2-chloropyrimidin-4-yl)-1-methyl-6-nitro-indole ClC1=NC=CC(=N1)C=1N(C2=CC(=CC=C2C1)[N+](=O)[O-])C